O([Si](C)(C)C(C)(C)C)[SiH](C=C)CNC[Si](C)(C)C (tert-butyldimethylsiloxy)-[(trimethylsilyl)methylamino]methyl-(vinyl)silane